ClC=1C=CC2=C(N=C(O2)[C@H]2CC[C@@H](CN2)NC(COC2=CC(=C(C=C2)Cl)F)=O)C1 N-[(3S,6R)-6-(5-Chloro-1,3-benzoxazol-2-yl)piperidin-3-yl]-2-(4-chloro-3-fluorophenoxy)acetamid